C1(=C(C=CC=C1)N=C=NC1=C(C=CC=C1)C)C N,N'-bis(o-tolyl)carbodiimide